FC1=C(C=CC(=C1)OCCN1CCOCC1)C1=NC=CC2=C1N=C(N=C2)NC=2C=NC(=CC2)N2CCNCC2 8-(2-fluoro-4-(2-morpholinoethoxy)phenyl)-N-(6-(piperazin-1-yl)pyridin-3-yl)pyrido[3,4-d]pyrimidin-2-amine